ethyl (E)-3-(6-bromopyridin-2-yl)acrylate BrC1=CC=CC(=N1)/C=C/C(=O)OCC